C(C)(=O)NC1=NC=CC(=C1)C1=C(N=C(N1)SC)C=1C=C(C=CC1)NC(C1=CC=NC=C1)=O N-(3-(5-(2-acetamidopyridin-4-yl)-2-(methylthio)-1H-imidazol-4-yl)phenyl)isonicotinamide